N-(5-((hexahydropyrrolo[3,4-c]pyrrol-2(1H)-yl)methyl)pyridin-2-yl)pyrimidin C1N(CC2C1CNC2)CC=2C=CC(=NC2)N2CN=CC=C2